O1[C@@H](CC1)CN1C(=NC2=C1C=C(C=C2)C(=O)O)CN2CCC(=CC2)C=2N=C(SC2)OCC=2C=NC(=CC2)C(F)(F)F (S)-1-(oxetan-2-ylmethyl)-2-((4-(2-((6-(trifluoromethyl)pyridin-3-yl)methoxy)thiazol-4-yl)-3,6-dihydropyridin-1(2H)-yl)methyl)-1H-benzo[d]imidazole-6-carboxylic acid